CS(=O)(=O)OC1C(C(C1)OCC1=CC=CC=C1)C 3-(benzyloxy)-2-methyl-cyclobutyl methanesulfonate